FC=1C(=NN(C1C(=O)O)C)C 4-fluoro-1,3-dimethyl-1H-pyrazole-5-carboxylic acid